6-((1S,2S,5R)-2-benzyl-3-azabicyclo[3.1.0]hexan-3-yl)-4-((R)-2-methylmorpholino)pyridin-2(1H)-one potassium bispermanganate [Mn](=O)(=O)(=O)[O-].[Mn](=O)(=O)(=O)[O-].[K+].C(C1=CC=CC=C1)[C@H]1[C@H]2C[C@H]2CN1C1=CC(=CC(N1)=O)N1C[C@H](OCC1)C.[K+]